C(C)C(=CCCCC=C)CC 7-ethyl-1,6-nonadiene